5-cyclopropyl-2-fluoro-4-(((4-fluoropiperidin-4-yl)methoxy)methyl)benzoic acid methyl ester COC(C1=C(C=C(C(=C1)C1CC1)COCC1(CCNCC1)F)F)=O